5-((3-fluoro-bicyclo(1.1.1)pentan-1-yl)methoxy)-1,3,4-thiadiazol-2-amine FC12CC(C1)(C2)COC2=NN=C(S2)N